N-[1-(2-methylpyridin-4-yl)-1H-indazol-4-yl]-2-(trifluoromethyl)benzamide 3,4-dichlorophenyl-(5S,8R)-6,7,8,9-tetrahydro-5H-5,8-epiminocyclohepta[d]pyrimidine-10-carboxylate ClC=1C=C(C=CC1Cl)OC(=O)N1[C@H]2CC[C@@H]1CC=1N=CN=CC12.CC1=NC=CC(=C1)N1N=CC2=C(C=CC=C12)NC(C1=C(C=CC=C1)C(F)(F)F)=O